methyl (1R,2S,5S)-3-((S)-2-((methoxycarbonyl)amino)-3,3-dimethylbutanoyl)-6,6-dimethyl-3-azabicyclo[3.1.0]hexane-2-carboxylate COC(=O)N[C@H](C(=O)N1[C@@H]([C@H]2C([C@H]2C1)(C)C)C(=O)OC)C(C)(C)C